8-((3-hydroxypropyl)amino)octanoic acid 1-octylundecyl ester C(CCCCCCC)C(CCCCCCCCCC)OC(CCCCCCCNCCCO)=O